1-chloro-2,3-epithio-propane ClCC1CS1